[Br-].C(C1=CC=CC=C1)N1C=[N+](C=C1)CC(=O)C1=C(C2=C(C=CC=C2C(=C1)OCCC(C)C)OC)OCCC(C)C 1-benzyl-3-(2-(1,4-bis(isopentyloxy)-8-methoxynaphthalen-2-yl)-2-oxoethyl)-1H-imidazol-3-ium bromide